COC1=NN(C=C1[C@H]1N(CCC1)CC1=CC=C(OC2=CC=C(C(=O)N)C=C2)C=C1)C 4-(4-{[(2S)-2-(3-Methoxy-1-methyl-1H-pyrazol-4-yl)pyrrolidin-1-yl]methyl}phenoxy)benzamid